2-(acetoacetylamino)ethyl benzoate C(C1=CC=CC=C1)(=O)OCCNC(CC(=O)C)=O